4-Bromo-6-chloro-2-methyl-1H-pyrrolo[2,3-b]pyridine BrC1=C2C(=NC(=C1)Cl)NC(=C2)C